COC1CC=C(CC1)C=1C=C2C(=NC1)NC(N2C2CCN(CC2)C(C2=CC=C(C=C2)OC(F)(F)F)=O)=O 6-(4-methoxycyclohexen-1-yl)-1-[1-[4-(trifluoromethoxy)benzoyl]-4-piperidyl]-3H-imidazo[4,5-b]pyridin-2-one